tert-butyl 4-(7-chloro-1,6-naphthyridine-2-carbonyl)piperidine-1-carboxylate ClC1=NC=C2C=CC(=NC2=C1)C(=O)C1CCN(CC1)C(=O)OC(C)(C)C